Tert-butyl 3-(5-(3-cyano-6-(3-hydroxy-3-methylbutyl)pyrazolo[1,5-a]pyridin-4-yl)pyridin-2-yl)-3,6-diazabicyclo[3.1.1]heptane-6-carboxylate C(#N)C=1C=NN2C1C(=CC(=C2)CCC(C)(C)O)C=2C=CC(=NC2)N2CC1N(C(C2)C1)C(=O)OC(C)(C)C